S1C=NC2=C1C=C(C=C2)C2=CC(=NC(=N2)C)NC(C)C=2C=C(OCCN1CCNCC1)C=CC2 4-{2-[3-(1-{[6-(1,3-benzothiazol-6-yl)-2-methylpyrimidin-4-yl]amino}ethyl)phenoxy]ethyl}piperazin